P(=O)(O)(O)O.C(C)(C)(C)C1=C(O[Na])C=CC(=C1)C(C)(C)C (2,4-ditert-butyl-phenoxy)sodium phosphate